1-(6-(4,4-difluoropiperidin-1-yl)-5-fluoropyridin-3-yl)-N-(5-fluoro-1H-pyrrolo[2,3-b]pyridin-3-yl)-1H-imidazole-4-carboxamide FC1(CCN(CC1)C1=C(C=C(C=N1)N1C=NC(=C1)C(=O)NC1=CNC2=NC=C(C=C21)F)F)F